2-amino-6-cyclopropyl-1-(5-methyl-1-tetrahydropyran-2-yl-indazol-4-yl)-7-(3-thienylmethyl)pyrrolo[3,2-c]pyridine-3-carbonitrile NC1=C(C=2C=NC(=C(C2N1C1=C2C=NN(C2=CC=C1C)C1OCCCC1)CC1=CSC=C1)C1CC1)C#N